6-{1-[4-phenoxy-3-(trifluoromethyl)benzoyl]piperidin-4-yl}pyridazin-3-amine O(C1=CC=CC=C1)C1=C(C=C(C(=O)N2CCC(CC2)C2=CC=C(N=N2)N)C=C1)C(F)(F)F